5-(benzyloxy)-2-[4-(benzyloxy)phenyl]-3-methyl-1H-indole C(C1=CC=CC=C1)OC=1C=C2C(=C(NC2=CC1)C1=CC=C(C=C1)OCC1=CC=CC=C1)C